OC1=CC(=C(C(=O)[O-])C=C1OCC1N(CC1)C)C 4-hydroxy-2-methyl-5-((1-methylazetidin-2-yl)methoxy)benzoate